(1R,3S)-3-{5-[5-(2-formyl-3-methanesulfonamido phenyl)-2-methylpyrazole-3-amido]-2H-pyrazol-3-yl}cyclopentyl N-isopropylcarbamate C(C)(C)NC(O[C@H]1C[C@H](CC1)C=1NN=C(C1)NC(=O)C=1N(N=C(C1)C1=C(C(=CC=C1)NS(=O)(=O)C)C=O)C)=O